BrC=1C=2N(N=C(C1)Cl)C=C(N2)NC(C(F)(F)F)=O N-[8-bromo-6-chloroimidazo[1,2-b]pyridazin-2-yl]-2,2,2-trifluoroacetamide